(±)-(1R,2S,4R)-4-((tert-butyldiphenylsilyl)oxy)-2-methylcyclopentane-1-carboxylic acid [Si](C1=CC=CC=C1)(C1=CC=CC=C1)(C(C)(C)C)O[C@@H]1C[C@@H]([C@@H](C1)C(=O)O)C |r|